C(C)(C)/C(/C(=O)OCCCCC)=C(/C(=O)OCCCCC)\C(C)C di-n-pentyl 2,3-diisopropylmaleate